(S)-1-(1-Acryloylpyrrolidin-3-yl)-4-amino-3-iodo-1,6-dihydro-7H-pyrrolo[2,3-d]pyridazine C(C=C)(=O)N1C[C@H](CC1)N1C=C(C2=C1CNN=C2N)I